O=C1NC(CCC1N1C(C2=CC=C(C(=C2C1)F)CN1CCN(CC1)C1CCN(CC1)C1=CC=C(C(=O)NC2=CC(=C(C=C2)C)NC2=NC=CC(=N2)C=2C=NC=CC2)C=C1)=O)=O 4-(4-(4-((2-(2,6-dioxopiperidin-3-yl)-4-fluoro-1-oxoisoindolin-5-yl)methyl)piperazine-1-yl)piperidin-1-yl)-N-(4-methyl-3-((4-(pyridin-3-yl)pyrimidin-2-yl)amino)phenyl)benzamide